COC1=C(OC2=CC=CC=C2C1=O)C1=CC=CC=C1 3-methoxyflavone